(S)-N-((7-ethyl-15-fluoro-7-hydroxy-8,11-dioxo-7,8,11,13-tetrahydro-10H-[1,3]dioxolo[4,5-g]pyrano[3',4':6,7]indolizino[1,2-b]quinolin-14-yl)methyl)-2-hydroxyacetamide C(C)[C@]1(C(OCC=2C(N3CC=4C(=NC=5C=C6C(=C(C5C4CNC(CO)=O)F)OCO6)C3=CC21)=O)=O)O